OC1CC(CCC1)C(=O)N(C1=NC(=CN=C1)\C=C\C=1C=NC=CC1)CC1=CC=C(C=C1)C=1C=C2C=NN(C2=CC1)C (E)-3-Hydroxy-N-(4-(1-methyl-1H-indazol-5-yl)benzyl)-N-(6-(2-(pyridin-3-yl)vinyl)pyrazin-2-yl)cyclohexanecarboxamide